2-[4-(4-Ethoxy-1-methyl-6-oxo-1,6-dihydro-pyridin-3-yl)-pyrazol-1-yl]-4-methoxy-benzoic acid C(C)OC=1C(=CN(C(C1)=O)C)C=1C=NN(C1)C1=C(C(=O)O)C=CC(=C1)OC